N[C@H]1CN(C[C@H]1F)C1=NC(=CC(=N1)N1CC=2C(=NC=CC2C1=O)C1=C(C=CC=C1OC)F)C 2-(2-((3s,4r)-3-amino-4-fluoropyrrolidin-1-yl)-6-methylpyrimidin-4-yl)-4-(2-fluoro-6-methoxyphenyl)-2,3-dihydro-1H-pyrrolo[3,4-c]pyridin-1-one